CC(C[C@H](C(NC=1C=NC(=CC1)C1=C2C(=NC=C1)NC(=C2)C(F)(F)F)=O)NC(OC(C)(C)C)=O)(C)C tert-Butyl N-[(1R)-3,3-dimethyl-1-[[6-[2-(trifluoromethyl)-1H-pyrrolo[2,3-b]pyridin-4-yl]-3-pyridyl]carbamoyl]butyl]carbamate